9-((1s,4s)-4-Hydroxy-4-methylcyclohexyl)-7-methyl-2-((7-methylchinolin-6-yl)amino)-7,9-dihydro-8H-purin-8-on OC1(CCC(CC1)N1C2=NC(=NC=C2N(C1=O)C)NC=1C=C2C=CC=NC2=CC1C)C